1-(4-(4-(4-amino-7-methyl-5-(4-(pyridin-2-yloxy)phenyl)-7H-pyrrolo[2,3-d]pyrimidin-6-yl)-1H-pyrazol-1-yl)piperidin-1-yl)prop-2-en-1-one NC=1C2=C(N=CN1)N(C(=C2C2=CC=C(C=C2)OC2=NC=CC=C2)C=2C=NN(C2)C2CCN(CC2)C(C=C)=O)C